C(C)[Si](CCCC)(CC)CC 4-(triethylsilyl)butane